2-(1-(tetrahydro-2H-pyran-4-yl)piperidin-4-yl)-4H-pyrrolo[3,2-d]thiazole O1CCC(CC1)N1CCC(CC1)C=1SC2=C(N1)C=CN2